CC=1C=CC=C2C(=C(NC12)C(=O)O)C1=CC(=CC=C1)[N+](=O)[O-] 7-methyl-3-(3-nitrophenyl)-1H-indole-2-carboxylic acid